OCCOC1=C(C=C(C=C1C1=CC=CC2=CC=CC=C12)S(=O)(=O)C1=CC(=C(OCCO)C(=C1)C1=CC=CC2=CC=CC=C12)C1=CC=CC2=CC=CC=C12)C1=CC=CC2=CC=CC=C12 2-[4-[4-(2-hydroxyethoxy)-3,5-di(naphthalen-1-yl)phenyl]sulfonyl-2,6-di(naphthalen-1-yl)phenoxy]ethanol